N-decanoyl(caprinoyl)alanylalanine C(CCCCCCCCC)(=O)N([C@@H](C)C(=O)N[C@@H](C)C(=O)O)C(CCCCCCCCC)=O